Methyl-d3-4,6,7-trifluoro-1H-indole-2-carboxylate C([2H])([2H])([2H])OC(=O)C=1NC2=C(C(=CC(=C2C1)F)F)F